(2E)-2-{[3-oxo-8-(pyridin-2-yl)-1H,2H,3H-benzo[e]isoindol-2-yl]methyl}but-2-enenitrile O=C1N(CC=2C3=C(C=CC12)C=CC(=C3)C3=NC=CC=C3)C/C(/C#N)=C\C